NC=1C(NC2=C3N=CC=CC3=C(C=C2C1C1=C2C=NNC2=C(C=C1)F)OC)=O 3-amino-4-(7-fluoro-1H-indazol-4-yl)-6-methoxy-1H-1,10-phenanthrolin-2-one